2-(N-(3-chloro-4-(trifluoromethoxy)phenyl)propiolamido)-3,3-dimethyl-N-(2,2,2-trifluoroethyl)butanamide ClC=1C=C(C=CC1OC(F)(F)F)N(C(C#C)=O)C(C(=O)NCC(F)(F)F)C(C)(C)C